CC1=C2C=CNC(=O)C2=CC=C1 5-methyl-isocarbostyril